4-(4-(((3-aminooxetan-3-yl)methyl)amino)-6-methylquinazolin-2-yl)-1-(cyclopropylimino)-2,3,4,5-tetrahydro-1H-1λ4-benzo[f][1,4]thiazepin-1-Oxide NC1(COC1)CNC1=NC(=NC2=CC=C(C=C12)C)N1CCS(C2=C(C1)C=CC=C2)(=NC2CC2)=O